N(=[N+]=[N-])C(COCC1=CC=CC=C1)C(COCC1=CC=CC=C1)N=[N+]=[N-] (((2,3-diazidobutane-1,4-diyl)bis(oxy))bis(methylene))dibenzene